3-(1,2,3,5,6,7-hexahydro-s-indacen-4-yl)-1-{[1-(2-methoxyethyl)-1H-pyrazol-4-yl](oxan-4-yl)sulfamoyl}urea Sodium Salt [Na].C1CCC2=C(C=3CCCC3C=C12)NC(NS(N(C1CCOCC1)C=1C=NN(C1)CCOC)(=O)=O)=O